C(C)(=O)SCC1OC1 2-(acetyl-thiomethyl)oxirane